NCCNCCNCCN N'-[2-(2-aminoethylamino)ethyl]ethane-1,2-diamine